N,N'-bis(octadecyl)-D-glutamic acid diamide C(CCCCCCCCCCCCCCCCC)NC([C@H](N)CCC(=O)NCCCCCCCCCCCCCCCCCC)=O